(2S)-{[(2S,5R)-2-carbamoyl-3-methyl-7-oxo-1,6-diazabicyclo[3.2.1]oct-3-en-6-yl]oxy}(fluoro)acetic acid 2,4-dimethylpentan-3-yl ester CC(C)C(C(C)C)OC([C@H](F)ON1[C@@H]2C=C([C@H](N(C1=O)C2)C(N)=O)C)=O